3-(6-fluoro-5-{[2-(trimethylsilyl)ethoxy]methoxy}pyridin-3-yl)-2-[4-(4-methyl-4H-1,2,4-triazol-3-yl)piperidin-1-yl]benzonitrile FC1=C(C=C(C=N1)C=1C(=C(C#N)C=CC1)N1CCC(CC1)C1=NN=CN1C)OCOCC[Si](C)(C)C